tert-butyl (1R,5S)-3-(8-chloro-2-(methylthio)pyrido[4',3':4,5]thieno[2,3-d]pyrimidin-4-yl)-3,8-diazabicyclo[3.2.1]octane-8-carboxylate ClC1=NC=CC2=C1SC=1N=C(N=C(C12)N1C[C@H]2CC[C@@H](C1)N2C(=O)OC(C)(C)C)SC